OC[C@H](C1=CC=CC=C1)NC(C1=C(C=CC=C1)OC)=O N-[(1S)-2-hydroxy-1-phenyl-ethyl]-2-methoxy-benzamide